FC1=C(C=CC(=C1)OC1=CC(=NC=C1)N1CC(C1)(C)OC)NC1=NC=NN2C1=C(C=C2)C2CCN(CC2)C(C=C)=O 1-(4-(4-((2-fluoro-4-((2-(3-methoxy-3-methylazetidin-1-yl)pyridin-4-yl)oxy)phenyl)amino)pyrrolo[2,1-f][1,2,4]triazin-5-yl)piperidin-1-yl)prop-2-en-1-one